1-(Pyrimidin-2-yl)octahydropyrrolo[3,4-b]pyrrole N1=C(N=CC=C1)N1C2C(CC1)CNC2